O1C(=CC=C1)C1=COC=C1 2,3'-bifuranyl